CC1(CCCCC1)C=1N=NNC1 4-(1-methylcyclohexyl)-1H-1,2,3-triazol